((2-((4-(pivaloyloxy)phenyl)sulfonamido)benzamido)methyl)phosphonic acid C(C(C)(C)C)(=O)OC1=CC=C(C=C1)S(=O)(=O)NC1=C(C(=O)NCP(O)(O)=O)C=CC=C1